CN1CC(C1)(C)[C@@](O)(C=1C=NC=C(C1)C1CCOCC1)C1=CC=C(C=C1)C(C)C (R)-(1,3-dimethyl-azetidin-3-yl)-(4-isopropyl-phenyl)-[5-(tetrahydro-pyran-4-yl)-pyridin-3-yl]-methanol